ClC=1C=C2CN(CC2=CC1C(F)(F)F)C([C@H](C[C@@]1(C(NC(N1)=O)=O)C1CC1)CO)=O (S)-5-((R)-3-(5-chloro-6-(trifluoromethyl)isoindolin-2-yl)-2-(hydroxymethyl)-3-oxopropyl)-5-cyclopropylimidazolidine-2,4-dione